tert-butyl 3-[[tert-butyl(dimethyl)silyl]oxymethyl]-4-(1,3-dioxoisoindolin-2-yl)piperidine-1-carboxylate [Si](C)(C)(C(C)(C)C)OCC1CN(CCC1N1C(C2=CC=CC=C2C1=O)=O)C(=O)OC(C)(C)C